ClC=1C(=C(C=CC1)[C@H](C(=O)O)O)F |r| racemic-2-(3-chloro-2-fluorophenyl)-2-hydroxyacetic acid